6-bromo-5-fluoro-1-neopentyl-1H-indole BrC1=C(C=C2C=CN(C2=C1)CC(C)(C)C)F